N-(2-hydroxyethyl)-6,7-dimethyl-9-[4-(trifluoromethyl)phenyl]-9H-carbazole-3-carboxamide OCCNC(=O)C=1C=CC=2N(C3=CC(=C(C=C3C2C1)C)C)C1=CC=C(C=C1)C(F)(F)F